C(C1=CC=CC=C1)OC(=O)N1C(CC=CC1)C=1N(C=NC1)C (3-methylimidazol-4-yl)-3,6-dihydro-2H-pyridine-1-carboxylic acid benzyl ester